OC=1C=C(C=CC1)C=1C=NN(C1)C=1C=C(C(=O)N2CCN(CC2)C2=CC=C(N=N2)C(=O)NCCC)C=C(C1)C(F)(F)F 6-[4-[3-[4-(3-Hydroxyphenyl)pyrazol-1-yl]-5-(trifluoromethyl)benzoyl]piperazin-1-yl]-N-propylpyridazine-3-carboxamide